C(C=C)OC1=C(C(=NC(=N1)C1=C(N=CS1)Cl)N1[C@@H](CN(CC1)C(=O)OC(C)(C)C)C)Cl tert-butyl (3R)-4-[6-allyloxy-5-chloro-2-(4-chlorothiazol-5-yl)pyrimidin-4-yl]-3-methyl-piperazine-1-carboxylate